C(C)(C)(C)N1N=C(C=C1NC1=CC=C2C(N(N(C2=C1)C)CC1=CC=C(C=C1)OC)=O)[C@@H]1C[C@@H](CC1)O[Si](C)(C)C(C)(C)C 6-((1-(tert-butyl)-3-((1S,3R)-3-((tert-butyldimethylsilyl)oxy)cyclopentyl)-1H-pyrazol-5-yl)amino)-2-(4-methoxybenzyl)-1-methyl-1,2-dihydro-3H-indazol-3-one